1-(3-cyanophenyl)-N-(3-(3-cyclopropyl-1-phenylpropyl)phenyl)-3-(trifluoromethyl)-1H-pyrazole-5-carboxamide C(#N)C=1C=C(C=CC1)N1N=C(C=C1C(=O)NC1=CC(=CC=C1)C(CCC1CC1)C1=CC=CC=C1)C(F)(F)F